O1C(C1)CN1CCN(CC1)C=1C=NC(=NC1)C=1C=C(CN2N=C(C=CC2=O)C=2C=C(C#N)C=CC2)C=CC1 3-(1-(3-(5-(4-(oxiran-2-ylmethyl)piperazin-1-yl)pyrimidin-2-yl)benzyl)-6-oxo-1,6-dihydropyridazin-3-yl)benzonitrile